[Bi].[Sb].[Sn] tin-antimony-bismuth